3-(4-(benzyloxy)phenyl)-5-(4-(4-methylpiperazin-1-yl)phenyl)-1H-pyrazolo[3,4-b]pyridine C(C1=CC=CC=C1)OC1=CC=C(C=C1)C1=NNC2=NC=C(C=C21)C2=CC=C(C=C2)N2CCN(CC2)C